1-(tert-butylperoxy)-4-butylbenzene C(C)(C)(C)OOC1=CC=C(C=C1)CCCC